ClC=1C=2C(N=C3N(C2C=CC1)C1=CC(=CC=C1C3(C)C)C3C(CN(CC3)C(=O)OC(C)(C)C)(F)F)=O tert-butyl 4-(4-chloro-7,7-dimethyl-5-oxo-5,7-dihydroindolo[1,2-a]quinazolin-10-yl)-3,3-difluoropiperidine-1-carboxylate